3,5-di-bromo-2-aminobenzyl alcohol BrC=1C(=C(CO)C=C(C1)Br)N